C(C)(C)(C)NC(CN1CC2(C1)CC(C2)CNC(C2=CC(=CC=C2)Cl)=O)=O N-[[2-[2-(tert-butylamino)-2-oxo-ethyl]-2-azaspiro[3.3]hept-6-yl]methyl]-3-chlorobenzamide